FC(C(=O)N)(C1CCC(CC1)C)F difluoro-2-(4-methylcyclohexyl)acetamide